1-((2,4-Dimethoxybenzyl)oxy)-2,4-dimethyl-3-nitrobenzene COC1=C(COC2=C(C(=C(C=C2)C)[N+](=O)[O-])C)C=CC(=C1)OC